ClC1=C(C=CC(=C1)OC1COC1)C=1N(C2=NC=NC(=C2N1)OC1(CC1)C)CC1=NC=CC(=C1)C 8-(2-chloro-4-(oxetan-3-yloxy)phenyl)-6-(1-methylcyclopropoxy)-9-((4-methylpyridin-2-yl)methyl)-9H-purine